ClC1=CC(=C(C=N1)S(=O)(=O)N1CCC(CC1)(C(=O)OCC)F)C1=CC(=CC=C1)OC ethyl 1-((6-chloro-4-(3-methoxyphenyl)pyridin-3-yl)sulfonyl)-4-fluoropiperidine-4-carboxylate